COC=1C=C(C=CC1OC)C(C)=NO (3,4-dimethoxyphenyl)ethan-1-one oxime